tert-butyl-phenyl-urea C(C)(C)(C)N(C(=O)N)C1=CC=CC=C1